BrC=1C=C2C(=NN(C2=CC1)C(F)F)C 5-bromo-1-(difluoromethyl)-3-methylindazole